ClC1=C(C(=O)NC2=CC=C(O\N=C\[C@]3([C@@H](N4C(C[C@H]4S3(=O)=O)=O)C(=O)O)C)C=C2)C=CC(=C1O)O (2S,3R,5R)-3-((E)-((4-(2-chloro-3,4-dihydroxybenzamido)phenoxy)imino)methyl)-3-methyl-7-oxo-4-thia-1-azabicyclo[3.2.0]heptane-2-carboxylic acid 4,4-dioxide